tert-butyl (2S)-2-({1-cyano-2-[5-(3-methyl-2-oxo-1,3-benzoxazol-5-yl)-1H-indol-2-yl]ethyl}carbamoyl)-1,4-oxazepane-4-carboxylate C(#N)C(CC=1NC2=CC=C(C=C2C1)C=1C=CC2=C(N(C(O2)=O)C)C1)NC(=O)[C@H]1OCCCN(C1)C(=O)OC(C)(C)C